7-Fluoro-6-(1-(8-isopropyl-8-azabicyclo[3.2.1]octan-3-yl)piperidin-4-yl)-2-(4-(methylsulfonyl)phenyl)-1H-benzo[d]imidazol FC1=C(C=CC2=C1NC(=N2)C2=CC=C(C=C2)S(=O)(=O)C)C2CCN(CC2)C2CC1CCC(C2)N1C(C)C